(3,3-Difluorocyclobutyl)amine FC1(CC(C1)N)F